1-(4-{[5-(3-Aminophenyl)pyrazin-2-yl]methoxy}-2-hydroxy-3-methylphenyl)-3,3-dimethylbutan-1-one NC=1C=C(C=CC1)C=1N=CC(=NC1)COC1=C(C(=C(C=C1)C(CC(C)(C)C)=O)O)C